3-[(5-Chloropyridin-2-yl)sulfanyl]-N-hydroxypyridazine-4-carboxamide ClC=1C=CC(=NC1)SC=1N=NC=CC1C(=O)NO